3-(3,4-dihydroquinolin-1(2H)-yl)-N-(thiazol-2-yl)propanamide N1(CCCC2=CC=CC=C12)CCC(=O)NC=1SC=CN1